N2-isopropyl-4-methyl-N5-((R)-2-methyl-3-oxo-3-(((S)-11-oxo-2,3,10,11-tetrahydro-1H,5H-benzo[d]pyrazolo[1,2-a][1,2]diazepin-10-yl)amino)propyl)thiazole-2,5-dicarboxamide C(C)(C)NC(=O)C=1SC(=C(N1)C)C(=O)NC[C@H](C(N[C@H]1C2=C(CN3N(C1=O)CCC3)C=CC=C2)=O)C